ClC1=CC(=C(C=C1)C=1C=2N(N=C(C1)N1C[C@H](OCC1)C=1C=NN(C1)C1CC1)C(C(=C(N2)C)C)=O)F 9-(4-chloro-2-fluorophenyl)-7-[(2R)-2-(1-cyclopropylpyrazol-4-yl)morpholin-4-yl]-2,3-dimethylpyrimido[1,2-b]pyridazin-4-one